C(#N)C1=CC=C(C=N1)NC(=O)NC1=C(C=CC=2N1C=NC2)C2=CC=CC=C2 1-(6-cyanopyridin-3-yl)-3-(6-phenylimidazo[1,5-a]pyridin-5-yl)urea